NC([C@H](CCC(=O)OC(C)(C)C)N1C(C2=CC=CC(=C2C1=O)NCC1=C(C=C(C=C1)CO)F)=O)=O tert-Butyl (S)-5-amino-4-(4-((2-fluoro-4-(hydroxymethyl)benzyl)amino)-1,3-dioxoisoindolin-2-yl)-5-oxopentanoate